FC([C@H]1N(C(SC1)=C=O)C=1N=C2N(CCOC3=C2C=CC(=C3)N([C@H](C(=O)N)C)C)C1)F (S)-2-((2-((R)-4-(difluoromethyl)-2-carbonylthiazolidin-3-yl)-5,6-dihydrobenzo[f]imidazo[1,2-d][1,4]oxazepin-9-yl)(methyl)amino)propanamide